4-(4-((2-amino-4-(butylamino)-5-oxopyrido[4,3-d]pyrimidine-6(5H)-yl)methyl)benzyl)piperazine-1-carboxylic acid tert-butyl ester C(C)(C)(C)OC(=O)N1CCN(CC1)CC1=CC=C(C=C1)CN1C(C2=C(N=C(N=C2NCCCC)N)C=C1)=O